CC1=CC(=CC(=N1)N1[C@@H](CC=2C=NC=CC21)C=2N(C=CN2)C=2C=C(C=CC2)C)C(F)(F)F (S)-1-(6-methyl-4-(trifluoromethyl)pyridin-2-yl)-2-(1-(m-tolyl)-1H-imidazol-2-yl)-2,3-dihydro-1H-pyrrolo[3,2-c]pyridine